C(CC)OC([C@H](C)OC(CC)(C)C)=O propyl-(2S)-2-(1,1-dimethylpropoxy)propionate